NC1CC(C1)(C)C1=C(C(=O)N)C=CC(=C1)Cl 2-((cis)-3-amino-1-methylcyclobutyl)-4-chlorobenzamide